sodium morpholinoethanate O1CCN(CC1)CC(=O)[O-].[Na+]